NCCOC1=NC2=C(C=3C=C(C(=CC13)F)F)C(COC2)N(C(=O)NC2=CC(=C(C=C2)F)C(F)F)C 1-(6-(2-aminoethoxy)-8,9-difluoro-1,4-dihydro-2H-pyrano[3,4-c]isoquinolin-1-yl)-3-(3-(difluoromethyl)-4-fluorophenyl)-1-methylurea